selenium compound with hydrochloric acid Cl.[Se]